[I-].S1C2=C(C=C1)C(=CC=C2)N2CC[N+](CC2)(COC(CC)=O)CCCCOC2=CC=C1C=CC(NC1=C2)=O 4-(benzo[b]thiophen-4-yl)-1-(4-((2-oxo-1,2-dihydroquinolin-7-yl)oxy)butyl)-1-((propionyloxy)methyl)piperazin-1-ium iodide